CP(=O)(C)C=1C(=CC=C2C=CNC12)C(=O)O.N(=[N+]=[N-])CC1CCN(CC1)C(=O)C1=CC(=C(C=C1)C1=C(C=CC=C1)OCCC(C)C)Cl (4-(azidomethyl)piperidin-1-yl)(2-chloro-2'-(isopentyloxy)-[1,1'-biphenyl]-4-yl)methanone 7-(diMethylphosphoryl)-1H-indole-6-carboxylate